O1CNC=C1 1,3-dihydrooxazole